BrCC(=O)C1=CC(=CC(=C1)Cl)Cl 2-bromo-1-(3,5-dichlorophenyl)ethanone